CN1C(CCCC1)C(=O)N[C@@H](C)C1=NC(=NO1)C1=CC(=NC=C1)C(F)(F)F 1-methyl-N-((S)-1-(3-(2-(trifluoromethyl)pyridin-4-yl)-1,2,4-oxadiazol-5-yl)ethyl)piperidine-2-carboxamide